NC1=NC=C(C2=C1C(=NN2[C@@H]2CN(CC2)C(C=C)=O)C#CC2=C(C(=CC(=C2)OC)OC)F)Cl (S)-1-(3-(4-amino-7-chloro-3-((2-fluoro-3,5-dimethoxyphenyl)ethynyl)-1H-pyrazolo[4,3-c]pyridin-1-yl)pyrrolidin-1-yl)prop-2-en-1-one